(R)-2-(benzofuran-3-yl)-1-(2-(1,3-dihydroisobenzofuran-5-yl)acetamido)ethylboronic acid O1C=C(C2=C1C=CC=C2)C[C@H](NC(CC=2C=C1COCC1=CC2)=O)B(O)O